4-(1H-1,2,3-triazol-1-yl)butan-1-one N1(N=NC=C1)CCCC=O